chloro-2-(3,4-methylenedioxyphenyl)quinoline ClC=1C(=NC2=CC=CC=C2C1)C1=CC2=C(C=C1)OCO2